diethyl 5,5'-(phenylmethylene)bis(3,4-diethyl-1H-pyrrole-2-carboxylate) C1(=CC=CC=C1)C(C1=C(C(=C(N1)C(=O)OCC)CC)CC)C1=C(C(=C(N1)C(=O)OCC)CC)CC